ClC1=C(C=C(C=C1)F)[C@@H]1C=2N(CC(N1)=O)C(=NC2NC(=O)C2=NSC1=C2C=C(C=C1)F)C(=O)OCC ethyl (R)-8-(2-chloro-5-fluorophenyl)-1-(5-fluorobenzo[d]isothiazole-3-carboxamido)-6-oxo-5,6,7,8-tetrahydroimidazo[1,5-a]pyrazine-3-carboxylate